3-{2-[(2-{3-[({[2-(pyrrolidin-1-yl)ethyl]carbamoyl}oxy)methyl]phenyl}pyrimidin-4-yl)methoxy]phenyl}propanoic acid N1(CCCC1)CCNC(=O)OCC=1C=C(C=CC1)C1=NC=CC(=N1)COC1=C(C=CC=C1)CCC(=O)O